ClC1=CC(=NC=C1)NC(=O)C1C(C1(C)C)(C)C N-(4-chloro-2-pyridinyl)-2,2,3,3-tetramethyl-cyclopropanecarboxamide